(E)-neopentylsuccinimide C(C(C)(C)C)C1C(=O)NC(C1)=O